6-(4-Chlorophenyl)-2-(5-chlorothiophen-2-yl)-N-(2-hydroxy-2-methylpropyl)pyrimidin ClC1=CC=C(C=C1)C1=CC=NC(N1CC(C)(C)O)C=1SC(=CC1)Cl